O=C1NC(CCC1C=1C=C(C=CC1)NCCC1CCN(CC1)C(=O)OC(C)(C)C)=O tert-butyl 4-(2-((3-(2,6-dioxopiperidin-3-yl)phenyl)amino) ethyl)piperidine-1-carboxylate